dibenzofuranOne C1C=CC2=C(C1=O)C3=CC=CC=C3O2